C(C)(C)(C)C1=CC=C(C=N1)C=1N=C2SCC(CN2C(C1C#N)=O)CNC(OC(C)(C)C)=O tert-butyl ((8-(6-(tert-butyl)pyridin-3-yl)-7-cyano-6-oxo-3,4-dihydro-2H,6H-pyrimido[2,1-b][1,3]thiazin-3-yl)methyl)carbamate